C(CCC)NCC(COC1=C(C=CC=C1)C(\C=C\C1=CC=C(C=C1)OC)=O)O (E)-1-[2-[3-(Butylamino)-2-hydroxypropoxy]phenyl]-3-(4-methoxyphenyl)prop-2-en-1-one